C1(=CC=CC=C1)S(=O)(=O)N1C=CC=2C1=NC=CC2C2=CC(=C(N)C=C2)C(F)(F)F 4-[1-(Benzenesulfonyl)pyrrolo[2,3-b]pyridin-4-yl]-2-(trifluoromethyl)aniline